tetra-germane [GeH3][GeH2][GeH2][GeH3]